(3R,4r,5S)-1-(4-amino-2-(trifluoromethyl)benzyl)-3,5-dimethylpiperidin-4-ol NC1=CC(=C(CN2C[C@H](C([C@H](C2)C)O)C)C=C1)C(F)(F)F